Cl.C1(=C(C(=C(C2=NC3=CC=CC=C3N=C12)N)N)N)N phenazinetetramine hydrochloride